FC1=C(C=CC2=C1N(C(=N2)C2=CC=C(C=C2)S(=O)(=O)C)C)C2CCN(CC2)C2CC1CCC(C2)N1C1CCOCC1 7-fluoro-1-methyl-2-(4-(methylsulfonyl)phenyl)-6-(1-(8-(tetrahydro-2H-pyran-4-yl)-8-azabicyclo[3.2.1]octan-3-yl)piperidin-4-yl)-1H-benzo[d]imidazole